(1-methyl-octahydro-4aH-cyclopenta[b]pyridin-4a-yl)methanol CN1C2C(CCC1)(CCC2)CO